4-(4-chlorophenyl)-4-oxo-3-(thiophene-2-yl)butyric acid ethyl ester C(C)OC(CC(C(=O)C1=CC=C(C=C1)Cl)C=1SC=CC1)=O